tert-butyl (S)-3-((((9H-fluoren-9-yl)methoxy)carbonyl)amino)-4-((acetoxymethyl)amino)-4-oxobutanoate C1=CC=CC=2C3=CC=CC=C3C(C12)COC(=O)N[C@@H](CC(=O)OC(C)(C)C)C(=O)NCOC(C)=O